N1=CC=C(C=C1)C=CC1=CC=C(S1)C=1SC(=CC1)C=CC1=CC=NC=C1 5,5'-bis(2-(4-pyridyl)ethenyl)-2,2'-bithiophene